BrC=1C=C2CCC(C2=CC1)NC(O[C@@H]1CN2CCC1CC2)=O (S)-quinuclidin-3-yl (5-bromo-2,3-dihydro-1H-inden-1-yl)carbamate